2,7-Dibromo-8-chloro-1-methyl-5-(2-methylpyridin-3-yl)imidazo[1,2-a]Quinoxaline-4(5H)-on BrC=1N=C2N(C3=CC(=C(C=C3N(C2=O)C=2C(=NC=CC2)C)Br)Cl)C1C